ClC=1C=C(C(N(N1)CCOC(F)F)=O)C 6-chloro-2-(2-(difluoromethoxy)ethyl)-4-methylpyridazin-3(2H)-one